4-oxo-4-[3-(trifluoromethyl)-5,6-dihydro-[1,2,4]triazolo[4,3-a]pyrazin-7(8h)-yl]-1-(2,4,5-trifluoro-phenyl)butan-2-one O=C(CC(CC1=C(C=C(C(=C1)F)F)F)=O)N1CC=2N(CC1)C(=NN2)C(F)(F)F